C(C)OCCS[C@@]1([C@H](O)[C@H](O)[C@@H](C(O)C(=O)[O-])O1)N1C=NC=2C(O)=NC=NC12.[Na+].[Na+].C(C)OCCS[C@@]1([C@H](O)[C@H](O)[C@@H](C(O)C(=O)[O-])O1)N1C=NC=2C(O)=NC=NC12 Disodium 2-ethoxyethylthio-5'-inosinate